Cl.Cl.C(C)N=C=NCCCN(C)C 1-Ethyl-3-(3-dimethylaminopropyl)carbodiimide hydrochloride HCl